N1C=CC=2C1=NC=C(C2)OC2=C(C(=O)N)C=CC(=C2)Br 2-((1H-pyrrolo[2,3-b]pyridin-5-yl)oxy)-4-bromobenzamide